CC1=CC=C(C=C1)C(=O)O p-toluenecarboxylic acid